5-Bromo-2,7-dimethyl-benzo[d]thiazol-4-amine BrC1=CC(=C2C(N=C(S2)C)=C1N)C